OC1C[C@H]2C([C@H]2C1)NC(=O)C=1C=C(C2=C([C@@](CO2)(C2=CC=CC=C2)C)C1)C(=O)NC |o1:15| (S*)-N5-((1R,3S,5S,6r)-3-hydroxybicyclo[3.1.0]hexan-6-yl)-N7,3-dimethyl-3-phenyl-2,3-dihydrobenzofuran-5,7-dicarboxamide